FC=1C=2N(C=C(C1)NC(=O)C1=CC=C(C3=CN(N=C13)CC(C)O)N1CCN(CC1)C(=O)OC(C)(C)C)C=C(N2)C tert-butyl 4-[7-({8-fluoro-2-methylimidazo[1,2-a]pyridin-6-yl}carbamoyl)-2-(2-hydroxypropyl)indazol-4-yl]piperazine-1-carboxylate